4,7,10-trioxa-1,13-tridecane-diamine C(CCOCCOCCOCCCN)N